Tert-butyl 6-(2-(4-(9-benzyl-6-(1-methylcyclopropoxy)-9H-purin-8-yl)-3-chlorophenoxy)ethyl)-2,6-diazaspiro[3.3]heptane-2-carboxylate C(C1=CC=CC=C1)N1C2=NC=NC(=C2N=C1C1=C(C=C(OCCN2CC3(CN(C3)C(=O)OC(C)(C)C)C2)C=C1)Cl)OC1(CC1)C